[Al+3].C(C=C)(=O)[O-].C(C=C)(=O)[O-].C(C=C)(=O)[O-] acrylic acid aluminum salt